C1(=CC=CC=C1)C1=C(SC=C1)B(O)O 3-PHENYLTHIOPHENE-2-BORONIC ACID